(trimethylol propyl) methacrylate C(C(=C)C)(=O)OCCC(CO)(CO)CO